1-(4-bromo-2-fluorophenyl)-2-methylpropan-2-ol BrC1=CC(=C(C=C1)CC(C)(O)C)F